strontium-hafnium [Hf].[Sr]